Dinonyl sebacate C(CCCCCCCCC(=O)OCCCCCCCCC)(=O)OCCCCCCCCC